5-(tert-butyldimethylsilyloxy)benzofuran-2(3H)-one [Si](C)(C)(C(C)(C)C)OC=1C=CC2=C(CC(O2)=O)C1